C(C1=CC=CC=C1)N1[C@@H](CN(CC1)C(=O)OC(C)(C)C)C(=O)OC 1-(tert-butyl) 3-methyl (S)-4-benzylpiperazine-1,3-dicarboxylate